1-[4-[1-(4-chlorophenyl)-1-methyl-prop-2-ynyl]thiazol-2-yl]-3-(2,2-dideuterio-2-hydroxy-ethyl)urea ClC1=CC=C(C=C1)C(C#C)(C)C=1N=C(SC1)NC(=O)NCC(O)([2H])[2H]